CC(CC(=O)OC(CC(=O)[O-])C[N+](C)(C)C)O 3-Hydroxybutyrylcarnitine